6-Fluoro-N-(2-morpholinoethyl)nicotinamide FC1=NC=C(C(=O)NCCN2CCOCC2)C=C1